N-[(6-Amino-2-pyridyl)sulfonyl]-2-(3-ethoxy-1-piperidyl)-6-(6-isopropoxy-3-pyridyl)pyridin-3-carboxamid NC1=CC=CC(=N1)S(=O)(=O)NC(=O)C=1C(=NC(=CC1)C=1C=NC(=CC1)OC(C)C)N1CC(CCC1)OCC